C(C)NC(CC)S N-ethylaminopropanethiol